N-{4-[2-(2-chlorophenyl)acetylamino]pyridin-2-yl}-N-[2-(difluoromethyl)phenyl]acetamide tert-butyl-2-methyl-9-(((trifluoromethyl)sulfonyl)oxy)-3-azaspiro[5.5]undec-8-ene-3-carboxylate C(C)(C)(C)OC(=O)N1C(CC2(CC1)CC=C(CC2)OS(=O)(=O)C(F)(F)F)C.ClC2=C(C=CC=C2)CC(=O)NC2=CC(=NC=C2)N(C(C)=O)C2=C(C=CC=C2)C(F)F